FC=1C=C(C#N)C=C(C1)[C@@H]1CC=NN1C(=O)N1CCN(CC1)C1=NC=C(C(=N1)C=1C(NC=CC1C)=O)F (S)-3-fluoro-5-(1-(4-(5-fluoro-4-(4-methyl-2-oxo-1,2-dihydropyridin-3-yl)pyrimidin-2-yl)piperazine-1-carbonyl)-4,5-dihydro-1H-pyrazol-5-yl)benzonitrile